Cl.FC(C1=CC=C(C=C1)C#CC1CNCCC1)(F)F 3-((4-(Trifluoromethyl)phenyl)ethynyl)piperidine hydrochloride